3-fluoroimidazo[1,2-a]-pyridine-6-carbonitrile FC1=CN=C2N1C=C(C=C2)C#N